2,2-dichloro-3-(4-fluoro-3-iodophenyl)cyclopropane-1-carboxamide N-Dodecyl-N,N-dimethyl-3-ammonio-1-propanesulfonate C(CCCCCCCCCCC)[N+](CCCS(=O)(=O)[O-])(C)C.ClC1(C(C1C1=CC(=C(C=C1)F)I)C(=O)N)Cl